C(CCC)C1N(S(C2=C(N(C1)C1=CC=CC=C1)C=C(C(=C2)/C=C/C(=O)O)SC)(=O)=O)C (E)-3-[3-butyl-2-methyl-7-(methylsulfanyl)-1,1-dioxo-5-phenyl-2,3,4,5-tetrahydro-1lambda6,2,5-benzothiadiazepin-8-yl]prop-2-enoic acid